C1(CCCC1)OC=1C=C(C=CC1C=1NC(C2=C(N1)NN=N2)=O)C2=CC(=CC=C2)OCC(=O)O 2-((3'-(cyclopentyloxy)-4'-(7-oxo-6,7-dihydro-3H-[1,2,3]triazolo[4,5-d]pyrimidin-5-yl)-[1,1'-biphenyl]-3-yl)oxy)acetic acid